(5-methoxypyridin-3-yl)-4,5,6,7-tetrahydrothieno[2,3-c]pyridine-3-carboxamide COC=1C=C(C=NC1)C1=C(C2=C(CNCC2)S1)C(=O)N